N1=C2C(=CC=C1)CCC2O 5H,6H,7H-cyclopenta[b]pyridin-7-ol